C(C(C)(C)C)(=O)OCN1CCNCC1 1-((pivaloyloxy)methyl)piperazin